3-(6-(methylamino)imidazo[1,2-a]pyridin-3-yl)benzenesulfonamide CNC=1C=CC=2N(C1)C(=CN2)C=2C=C(C=CC2)S(=O)(=O)N